7-methyl-2-((4-methylpyrimidin-5-yl)amino)-9-(tetrahydro-2H-pyran-4-yl)-7,9-dihydro-8H-purin-8-one CN1C(N(C2=NC(=NC=C12)NC=1C(=NC=NC1)C)C1CCOCC1)=O